1-(tert-butyl)-4-(3-chlorobenzoyl)-N-(2-(3-(pyridin-2-yl)-1,2,4-oxadiazol-5-yl)ethyl)-1H-pyrazole-5-carboxamide C(C)(C)(C)N1N=CC(=C1C(=O)NCCC1=NC(=NO1)C1=NC=CC=C1)C(C1=CC(=CC=C1)Cl)=O